(R)-N-(8'-(3-hydroxy-2-oxopyrrolidin-1-yl)-4'H-spiro[cyclopropane-1,5'-naphtho[2,1-d]isoxazol]-3'-yl)-2,6-dimethoxybenzenesulfonamide O[C@H]1C(N(CC1)C1=CC=C2C3(CC=4C(=NOC4C2=C1)NS(=O)(=O)C1=C(C=CC=C1OC)OC)CC3)=O